C(C1=CC=CC=C1)OC(=O)N1C[C@@H]([C@@H](C1)COC)NC(=O)OC(C)(C)C (3R,4R)-3-[[(tert-butoxy)carbonyl]amino]-4-(methoxymethyl)pyrrolidine-1-carboxylic acid benzyl ester